4-amino-6-fluoro-1H-pyridin-2-one NC1=CC(NC(=C1)F)=O